COS(=O)(=O)[O-].CC(CO)[N+](C)(C)C(CO)C bis-(1-methyl-2-hydroxyethyl)-dimethylammonium methylsulfate